ClC1=NC(=CC(=C1F)C#N)Cl 2,6-dichloro-3-fluoropyridine-4-carbonitrile